2-ethyl-4-(4-methoxybenzyl)-5-methyl-2,4-dihydro-3H-1,2,4-triazol-3-one C(C)N1N=C(N(C1=O)CC1=CC=C(C=C1)OC)C